4-(4-((1R,5S)-3,8-diazabicyclo[3.2.1]octan-8-yl)-2-(pyridin-3-yloxy)quinazolin-7-yl)naphthalen-2-ol [C@H]12CNC[C@H](CC1)N2C2=NC(=NC1=CC(=CC=C21)C2=CC(=CC1=CC=CC=C21)O)OC=2C=NC=CC2